(2S)-1-(2,2-Dideuterio-1,3-benzodioxol-5-yl)-N-(1,1,2,2,2-pentadeuterioethyl)propan-2-amine hydrochloride Cl.[2H]C1(OC2=C(O1)C=CC(=C2)C[C@H](C)NC(C([2H])([2H])[2H])([2H])[2H])[2H]